(R)-1-(7-Chloro-8-fluoro-2-(((2R,7aS)-2-fluorotetrahydro-1H-pyrrolizin-7a(5H)-yl)methoxy)pyrido[4,3-d]pyrimidin-4-yl)-3-methylpiperidin-3-ol ClC1=C(C=2N=C(N=C(C2C=N1)N1C[C@@](CCC1)(O)C)OC[C@]12CCCN2C[C@@H](C1)F)F